N1(CC=NC=C1)CCCS(=O)(=O)[O-] 3-(1-pyrazinyl)-1-propanesulfonate